[Cl-].ClC(N1CCOCC1)=[N+]1CCOCC1 4-[chloro(morpholinium-4-ylidene)methyl]morpholine chloride